FC(=C1CCN(CC1)C1=C(C(=O)NC=2C=C3C(=C(N2)N2CCC(CC2)(F)F)OC=C3)C=CC(=C1)I)F 2-(4-(difluoromethylene)piperidin-1-yl)-N-(7-(4,4-difluoropiperidin-1-yl)furo[2,3-c]pyridin-5-yl)-4-iodobenzamide